FC1=C2C=NC=3N(C2=CC=C1F)C(=NN3)C 6,7-difluoro-1-methyl-[1,2,4]triazolo[4,3-a]quinazoline